C(C)OC(=O)C1=CC2=C(S1)CCCC2 4,5,6,7-tetrahydrobenzo[b]thiophene-2-carboxylic acid ethyl ester